2,6-Anhydro-4-(5-bromo-3-cyano-6-methoxy-2H-indazol-2-yl)-3,4,5-trideoxy-5-isobutyramido-D-glycero-D-galacto-non-2-enonic acid BrC1=CC2=C(N(N=C2C=C1OC)[C@H]1C=C(C(=O)O)O[C@H]([C@@H]1NC(C(C)C)=O)[C@H](O)[C@H](O)CO)C#N